sodium 4-((E)-2-((2E,4Z,6E)-7-(3,3-dimethyl-1-(4-sulfonatobutyl)-3H-indol-1-ium-2-yl)-4-(hex-5-yn-1-ylcarbamoyl)hepta-2,4,6-trien-1-ylidene)-3,3-dimethylindolin-1-yl)butane-1-sulfonate CC1(C(=[N+](C2=CC=CC=C12)CCCCS(=O)(=O)[O-])/C=C/C=C(/C=C/C=C\1/N(C2=CC=CC=C2C1(C)C)CCCCS(=O)(=O)[O-])\C(NCCCCC#C)=O)C.[Na+]